2-bromo-5-nitrothiophene BrC=1SC(=CC1)[N+](=O)[O-]